The molecule is a branched amino tetrasaccharide comprising N-acetyl-beta-D-glucosamine at the reducing end with a beta-D-galactosyl group attached at the 4-position and a beta-D-galactosyl-(1->4)-beta-D-glucosyl moiety at the 6-position. It is an amino tetrasaccharide and a glucosamine oligosaccharide. CC(=O)N[C@@H]1[C@H]([C@@H]([C@H](O[C@H]1O)CO[C@H]2[C@@H]([C@H]([C@@H]([C@H](O2)CO)O[C@H]3[C@@H]([C@H]([C@H]([C@H](O3)CO)O)O)O)O)O)O[C@H]4[C@@H]([C@H]([C@H]([C@H](O4)CO)O)O)O)O